5-fluoro-8-(4-fluorophenyl)-9-(isoindole-1,3-dione-2-yl)-8,9-dihydro-2H-pyrido[4,3,2-de]phthalazin-3(7H)-one FC=1C=C2C=3C(=NNC(C3C1)=O)C(C(N2)C2=CC=C(C=C2)F)N2C(C1=CC=CC=C1C2=O)=O